BrC1=CC=CC(=N1)N1N=C(C=2CCCC(C12)=O)C(F)(F)F 1-(6-Bromopyridin-2-yl)-3-(trifluoromethyl)-1,4,5,6-tetrahydro-7H-indazol-7-one